O1CCC(=CC1)C=1C2=C(C(=NC1)OC)N=C(S2)NC(C2=CC=C(C=C2)C(=O)N2CCN(CC2)C)=O N-[7-(3,6-Dihydro-2H-pyran-4-yl)-4-methoxy-thiazolo[4,5-c]pyridin-2-yl]-4-(4-methyl-piperazine-1-carbonyl)-benzamide